FC(C1=C(C=CC(=C1)C(F)(F)F)CC(=O)N(CC=1OC(=NN1)C=1C=NC=CC1)C1=CC=C(C=C1)F)(F)F 2-(2,4-Bis(trifluoromethyl)phenyl)-N-(4-fluorophenyl)-N-((5-(pyridin-3-yl)-1,3,4-oxadiazol-2-yl)methyl)acetamide